n-pentylphosphoric acid C(CCCC)OP(O)(O)=O